O=C1CCC(C12CCC(CC2)N2N=C(C(=C2)C(=O)O)OCCCOCC)=O 1-{1,4-Dioxospiro[4.5]dec-8-yl}-3-(3-ethoxypropoxy)-1H-pyrazole-4-carboxylic acid